6-(1-((6-fluoro-2,3-dihydrobenzofuran-5-yl)sulfonyl)piperidin-4-yl)-[1,2,4]triazolo[1,5-a]pyridine FC1=CC2=C(CCO2)C=C1S(=O)(=O)N1CCC(CC1)C=1C=CC=2N(C1)N=CN2